FC1=C(C(=CC(=C1)F)F)S(=O)(=O)NC=1C(=NC=C(C1)C=1C=C2C(=NC=NC2=CC1)N1CCC2(CN(C2)C(C(C)F)=O)CC1)OC 2,4,6-trifluoro-N-(5-(4-(2-(2-fluoropropoyl)-2,7-diazaspiro[3.5]nonan-7-yl)quinazolin-6-yl)-2-methoxypyridin-3-yl)benzenesulfonamide